C=1N=CN2C1C1=CC=CC=C1[C@@H]2[C@H]2C1(COC1)C[C@@H]2O (5R,6s)-5-((s)-5H-imidazo[5,1-a]isoindol-5-yl)-2-oxaspiro[3.3]heptan-6-ol